2-[5-(1-bromoethyl)-1,2,4-triazol-1-yl]-5-fluoro-pyridine BrC(C)C1=NC=NN1C1=NC=C(C=C1)F